ClC1=C(C=NC=C1)N1C(C(CCC1)N(C(OC(C)(C)C)=O)C)=O tert-butyl (1-(4-chloropyridin-3-yl)-2-oxopiperidin-3-yl)(methyl)carbamate